3-ethyl-1-methoxy-1-[[4-[5-(trifluoromethyl)oxadiazol-3-yl]phenyl]methyl]urea C(C)NC(N(CC1=CC=C(C=C1)N1NOC(=C1)C(F)(F)F)OC)=O